C(=O)C1=CC(=C(C#N)C(=C1)OC)OC 4-formyl-2,6-dimethoxybenzonitrile